CN(C=1C=C2CN(C(C2=C(C1)C(F)(F)F)=O)C1C(NC(CC1)=O)=O)C 3-(5-(dimethylamino)-1-oxo-7-(trifluoromethyl)isoindolin-2-yl)piperidine-2,6-dione